ClC1=C(C(=CC=C1C(NC1=NN=NN1C)=O)OC(F)(F)F)NC(=O)C1CCOCC1 N-[2-chloro-3-[(1-methyltetrazol-5-yl)carbamoyl]-6-(trifluoromethoxy)phenyl]-tetrahydropyran-4-carboxamide